C(C1=CC=CC=C1)OCCOCCCOCCCOCC(=O)OC methyl 2-[3-[3-(2-benzyloxy ethoxy)propoxy]propoxy]acetate